SCCCCCC(=O)O 6-Mercaptohexanoic acid